5-(4-chloro-3-ethylthiophen-2-yl)-1H-tetrazole ClC=1C(=C(SC1)C1=NN=NN1)CC